(E)-3-(4-Ethylphenyl)-1-(2-hydroxyphenyl)prop-2-en-1-one C(C)C1=CC=C(C=C1)/C=C/C(=O)C1=C(C=CC=C1)O